ethyl-4-chloro-6-(4-fluorophenyl)pyridine C(C)C1=NC(=CC(=C1)Cl)C1=CC=C(C=C1)F